N-([1,1'-biphenyl]-4-yl)-5,5,8,8-tetramethyl-5,6,7,8-tetrahydronaphthalen-1-amine C1(=CC=C(C=C1)NC1=CC=CC=2C(CCC(C12)(C)C)(C)C)C1=CC=CC=C1